1,7-dipropyl-3-methylxanthine C(CC)N1C(=O)N(C=2N=CN(C2C1=O)CCC)C